4,4'-methylenebis(N,N-dimethyl-aniline) C(C1=CC=C(N(C)C)C=C1)C1=CC=C(N(C)C)C=C1